BrC1=CC(=C(C=C1)[N+](=O)[O-])OC1CC1 4-Bromo(cyclopropyloxy)-1-nitrobenzene